N-[(3-nitro-4-{[(1-oxetan-3-ylpiperidin-4-yl)methyl]amino}phenyl)sulfonyl]-2-(1H-pyrrolo[2,3-b]pyridin-5-yloxy)benzamide [N+](=O)([O-])C=1C=C(C=CC1NCC1CCN(CC1)C1COC1)S(=O)(=O)NC(C1=C(C=CC=C1)OC=1C=C2C(=NC1)NC=C2)=O